CN1N=CC=2C3=C(C=CC12)SC(=C3)C(CCC(=O)OC)=O Methyl 4-(3-methyl-3H-thieno[3,2-e]indazol-7-yl)-4-oxobutanoate